N-(3-(8-amino-1-(4-phenoxyphenyl)imidazo[1,5-a]pyrazine-3-yl)-1-piperidyl)acrylamide NC=1C=2N(C=CN1)C(=NC2C2=CC=C(C=C2)OC2=CC=CC=C2)C2CN(CCC2)NC(C=C)=O